FC=1C(=CC(=C(C(=O)OC)C1)NC1=C(C=C(C=C1)F)C(CC)NCCC1=NC(=CC=C1[N+](=O)[O-])OC)C(F)(F)F Methyl 5-fluoro-2-((4-fluoro-2-(1-((2-(6-methoxy-3-nitropyridin-2-yl)ethyl)-amino)propyl)phenyl)amino)-4-(trifluoromethyl)benzoate